1,1-di-tert-butoxydisilane C(C)(C)(C)O[SiH]([SiH3])OC(C)(C)C